N1(CCCCC1)C1CCN(CC1)C1=NC=C(C=C1NS(=O)(=O)C1=C(C=C(C=C1)F)F)Br N-(2-([1,4'-Bipiperidin]-1'-yl)-5-bromopyridin-3-yl)-2,4-difluorobenzene-sulfonamide